C(C1=CC=CC=C1)OC1=CN=CC(=N1)N1C[C@@H](CCC1)NC1=NC=NC(=C1)N1CCOCC1 (R)-N-(1-(6-(benzyloxy)pyrazin-2-yl)piperidin-3-yl)-6-morpholinopyrimidin-4-amine